B(Br)(Br)Br.COC1=C(C=CC(=C1)C(F)(F)F)C1=C(N=C(N=N1)NC[C@H]1NCCC1)C (2S)-2-[({6-[2-methoxy-4-(trifluoromethyl)phenyl]-5-methyl-1,2,4-triazin-3-yl}amino)methyl]pyrrolidine Boron tribromide